benzyl[4,4'-bipiperidine]-1-carboxylate C(C1=CC=CC=C1)OC(=O)N1CCC(CC1)C1CCNCC1